C(C)N(C(CN(C1=CC=C(C=C1)N\C(=C\1/C(NC=2C1=NC=C(C2)C(=O)OC)=O)\C2=CC=CC=C2)C)=O)C (Z)-methyl 3-(((4-((2-(ethyl(methyl)amino)-2-oxoethyl)(methyl)amino)phenyl)amino)(phenyl)methylene)-2-oxo-2,3-dihydro-1H-pyrrolo[3,2-b]pyridine-6-carboxylate